BrC1=C(C=CC=C1)C1=NC(=NO1)C1=CC=C(C=C1)OC 5-(2-Bromophenyl)-3-(4-methoxyphenyl)-1,2,4-oxadiazole